(R)-(4-(2-(aminomethyl)-6-(2-ethoxyphenyl)pyridin-3-yl)-3-ethylpiperazin-1-yl)(4-ethoxy-2-(trifluoromethyl)phenyl)methanone NCC1=NC(=CC=C1N1[C@@H](CN(CC1)C(=O)C1=C(C=C(C=C1)OCC)C(F)(F)F)CC)C1=C(C=CC=C1)OCC